CSS(=O)(=O)C Dimethyl thiosulfonate